5-chloro-2-(difluoromethoxy)-3-(4-methyl-5-(2-methylpyridin-3-yl)-4H-1,2,4-triazol-3-yl)pyridine ClC=1C=C(C(=NC1)OC(F)F)C1=NN=C(N1C)C=1C(=NC=CC1)C